C(C1=CC=CC=C1)OC1=CC=C(C=C1)CC(=O)NCCNC(OC(C)(C)C)=O tert-butyl (2-(2-(4-(benzyloxy)phenyl)acetamido)ethyl)carbamate